C(C(=O)C(C(=O)[O-])CCCCCC(=O)[O-])(=O)C(C(=O)[O-])CCCCCC(=O)[O-] oxalyl-bis-suberate